ClC1=CC=C(C=C1)C1=CC=2C=C(C3=CC=CC=C3C2C=C1)C1=CC=CC2=CC=CC=C12 2-(4-chlorophenyl)-9-(naphthalen-1-yl)phenanthrene